ethyl 4-cyclopropyl-3-(1H-indazol-4-yl)-1,2-thiazole-5-carboxylate C1(CC1)C=1C(=NSC1C(=O)OCC)C1=C2C=NNC2=CC=C1